CC1=CC=CC(=N1)OC(=O)C1=CC=C2C=NNC2=C1 6-methylpyridin-2-yl-1H-indazole-6-carboxylate